(S)-2-(4-(7-(8-chloro-7-fluoronaphthalen-1-yl)-2-((tetrahydro-1H-pyrrolizin-7a(5H)-yl)methoxy)pyridino[3,2-d]pyrimidin-4-yl)-1-(2-fluoroacryloyl)piperazin-2-yl)acetonitrile ClC=1C(=CC=C2C=CC=C(C12)C1=CC=2N=C(N=C(C2N=C1)N1C[C@@H](N(CC1)C(C(=C)F)=O)CC#N)OCC12CCCN2CCC1)F